8-bromo-6-methyl-2-[3-(1-methylpyrazol-4-yl)pyrrolidin-1-yl]quinoline-4-carbonitrile BrC=1C=C(C=C2C(=CC(=NC12)N1CC(CC1)C=1C=NN(C1)C)C#N)C